OC1(CCCCC1)CC1=C(C=2N(N=C1C(=O)N)C=CC2)CC2=CC=C(C=C2)Cl [1-hydroxy-cyclohexylmethyl]4-(4-chlorobenzyl)-pyrrolo[1,2-b]pyridazine-2-carboxamide